Cl.Cl.FC1=CC=C(C=C1)C1CN2C(S1)=NC=C2C2=CC=NC=C2 (4-fluorophenyl)-2,3-dihydro-5-(4-pyridyl)imidazo[2,1-b]Thiazole dihydrochloride